C(=O)(O)C(CCCC1=CC=C(C=C1)OCC)N1CCNCCNCCNCC1 10-[1-carboxy-4-(4-ethoxyphenyl)butyl]-1,4,7,10-tetraazacyclododecane